methyl-3-benzyl-4-(2-(4-methylpiperazin-1-yl)ethoxy)benzoate COC(C1=CC(=C(C=C1)OCCN1CCN(CC1)C)CC1=CC=CC=C1)=O